(4S)-4-hydroxy-10-methyl-11-oxo-dodec-2-en-1,4-olide O[C@@]1(C=CC(=O)O1)CCCCCC(C(C)=O)C